4-{(1R,3R)-2,2-difluoro-3-[3-(2-fluoropropan-2-yl)-1,2,4-oxadiazol-5-yl]cyclopropyl}benzenesulfonamide FC1([C@H]([C@@H]1C1=NC(=NO1)C(C)(C)F)C1=CC=C(C=C1)S(=O)(=O)N)F